C(C)SC1=CC(=NC=C1)OC 4-(ethylsulfanyl)-2-methoxypyridine